tertiary butyl Ether C(C)(C)(C)OC(C)(C)C